CC(C)C1C=2N(C3=C(CC1N)C=CC=C3)C(=NN2)[C@@H]2CC[C@H](CC2)OC2=NC=CC=C2 propan-2-yl-1-[trans-4-(pyridin-2-yloxy)cyclohexyl]-5,6-dihydro-4H-[1,2,4]triazolo[4,3-a][1]benzazepine-5-amine